C1(=CC=CC=C1)SCCCCN1CCC(CC1)OP(=O)(O)O 1-(phenylthio)-4-(4-(phosphonooxy)piperidin-1-yl)butan